(4-(2-(4-((3-cyano-4-fluorophenyl)carbamoyl)-1,3,5-trimethyl-1H-pyrrol-2-yl)-2-oxoacetamido)phenyl)boronic acid C(#N)C=1C=C(C=CC1F)NC(=O)C=1C(=C(N(C1C)C)C(C(=O)NC1=CC=C(C=C1)B(O)O)=O)C